tert-butyl (6-(cyclopropylethynyl)thiazolo[4,5-b]pyrazin-2-yl)carbamate C1(CC1)C#CC=1N=C2C(=NC1)N=C(S2)NC(OC(C)(C)C)=O